3-epoxyoctanal C1C(C(CCCCC)=O)O1